1-hydroxybenzotriazole monohydrate O.ON1N=NC2=C1C=CC=C2